NCCCC1=NC=CN1CCCC (3-aminopropyl)-3-butylimidazole